3-((3-bromobenzyl)oxy)tetrahydrofuran BrC=1C=C(COC2COCC2)C=CC1